(3R)-3-(4-chlorophenyl)-2-[(5-chloropyridin-2-yl)methyl]-6-[1-hydroxy-1-(1H-pyrazol-4-yl)ethyl]-3-methoxy-2,3-dihydro-1H-isoindol-1-one ClC1=CC=C(C=C1)[C@@]1(N(C(C2=CC(=CC=C12)C(C)(C=1C=NNC1)O)=O)CC1=NC=C(C=C1)Cl)OC